BrC=1C=C2CCN(CC2=CC1C(=O)O)C(C(F)(F)F)=O 6-bromo-2-(trifluoroacetyl)-1,2,3,4-tetrahydroisoquinoline-7-carboxylic acid